7-(4-(5-methyl-1,3-thiazol-2-yl)benzyl)-2,3-dihydrofuro[3,2-b]pyridine-5-carboxylic acid CC1=CN=C(S1)C1=CC=C(CC2=C3C(=NC(=C2)C(=O)O)CCO3)C=C1